2-methyl-9-acryloyloxy-10-hydroxy-1,4-dihydro-1,4-methanoanthracene CC=1C2C3=C(C4=CC=CC=C4C(=C3C(C1)C2)O)OC(C=C)=O